C(C)O[Si](CCSSSCC[Si](OCC)(OCC)OCC)(OCC)OCC Bis[2-(triethoxysilyl)ethyl]-trisulfan